C(C)(C)(C)OC(=O)N[C@@H](CC1=CC(=C(C=C1)B(O)O)C(=O)OCC)C(=O)OC (S)-(4-(2-((tert-butoxycarbonyl)amino)-3-methoxy-3-oxopropyl)-2-(ethoxycarbonyl)phenyl)boronic acid